O1C(CCCC1)OCC1CCN(CC1)C1=CC2=COC=C2C=C1 5-(4-(((tetrahydro-2H-pyran-2-yl)oxy)methyl)piperidin-1-yl)isobenzofuran